CC1(C(=C(C1)C1=C(C=CC=C1)NC(C)=O)C1=CC=C(C=C1)C)C N-(2-(3,3-dimethyl-2-(4-tolyl)cyclobut-1-en-1-yl)phenyl)acetamide